2-((2-(2,6-dioxopiperidin-3-yl)-1-oxoisoindolin-4-yl)oxy)-N-(3-((3aR,4R,9bR)-4-(hydroxymethyl)-1-tosyl-2,3,3a,4,5,9b-hexahydro-1H-pyrrolo[3,2-c]quinolin-8-yl)phenyl)acetamide O=C1NC(CCC1N1C(C2=CC=CC(=C2C1)OCC(=O)NC1=CC(=CC=C1)C1=CC=2[C@H]3[C@@H]([C@@H](NC2C=C1)CO)CCN3S(=O)(=O)C3=CC=C(C)C=C3)=O)=O